S([O-])(O)=O.[K+].C(C)O[SiH](NCC1=CC=CC=C1)OCC Diethoxy(phenylmethylamino)silane Kalium bisulfit